Kalium acetat Kalium pivaloat C(C(C)(C)C)(=O)[O-].[K+].C(C)(=O)[O-].[K+]